3-(5-(aminomethyl)-1-oxoisoindolin-2-yl)piperidine-2,6-dione methanesulfonate CS(=O)(=O)O.NCC=1C=C2CN(C(C2=CC1)=O)C1C(NC(CC1)=O)=O